FC1(CC(C1)(CC1=NN=CN1C)C=1C=C(C=CC1)N1C(C2=CC(=CC(=C2C1)C(F)(F)F)CN1C2CN(CC1C2)C)=O)F 2-(3-(3,3-difluoro-1-((4-methyl-4H-1,2,4-triazol-3-yl)methyl)cyclobutyl)phenyl)-6-((3-methyl-3,6-diazabicyclo[3.1.1]heptan-6-yl)methyl)-4-(trifluoromethyl)isoindolin-1-one